FC1=C(C=CC(=C1)N1N=CC=C1)NC1=NC=C2C=CC(=NC2=C1)C(=O)OC methyl 7-[[2-fluoro-4-(pyrazol-1-yl)phenyl]amino]-1,6-naphthyridine-2-carboxylate